(2R,3S)-2-(4-(cyclopentylamino)phenyl)-N-(4-methyl-3-(trifluoro-methyl)phenyl)-1-(1,7-naphthyridin-8-yl)piperidine-3-carboxamide C1(CCCC1)NC1=CC=C(C=C1)[C@@H]1N(CCC[C@@H]1C(=O)NC1=CC(=C(C=C1)C)C(F)(F)F)C=1N=CC=C2C=CC=NC12